isopropyl (2S)-6-diazo-2-[[(2S)-3-(7-fluoro-1H-indol-3-yl)-2-hydroxy-propanoyl] amino]-5-oxo-hexanoate [N+](=[N-])=CC(CC[C@@H](C(=O)OC(C)C)NC([C@H](CC1=CNC2=C(C=CC=C12)F)O)=O)=O